tert-butyl 4-[2-[[6-[4-(ethylsulfonylamino)-2-(1-ethylsulfonyl-6-methyl-7-oxo-pyrrolo[2,3-c]pyridin-4-yl)phenoxy]-2-pyridyl]oxy]ethoxy]piperidine-1-carboxylate C(C)S(=O)(=O)NC1=CC(=C(OC2=CC=CC(=N2)OCCOC2CCN(CC2)C(=O)OC(C)(C)C)C=C1)C=1C2=C(C(N(C1)C)=O)N(C=C2)S(=O)(=O)CC